COC1=C(C(=C(C=C1)C(Cl)(C1=CC=CC=C1)C1=CC=CC=C1)OC)OC trimethoxytriphenylchloromethane